C(CCCCCCCCCCC#CC)(=O)O 12-tetradecynic acid